4,7-dichloro-3,3-difluoroindolin-2-one ClC1=C2C(C(NC2=C(C=C1)Cl)=O)(F)F